[Cl-].C(CCCCC)N1C(C(=CC=C1)C=C)CCCCCCCC 1-hexyl-2-octyl-3-vinylpyridine chloride salt